Chloromethyl 4-((bis(benzyloxy)phosphoryl)oxy)butanoate C(C1=CC=CC=C1)OP(=O)(OCC1=CC=CC=C1)OCCCC(=O)OCCl